6-(3-(dimethylamino)propyl)-2,3,4,6-tetrahydro-1H-indolo[2,3-b]quinolin-11-amine CN(CCCN1C=2C=CC=CC2C=2C1=NC=1CCCCC1C2N)C